FC=1C=CC(=C(C(=O)NCC2=C(C=C(C=C2)B2OC(C(O2)(C)C)C)F)C1)OC 5-fluoro-N-(2-fluoro-4-(4,4,5-trimethyl-1,3,2-dioxaborolan-2-yl)benzyl)-2-methoxybenzamide